C1(CC1)CSC1=NC2=C(N1)C=CC=C2 2-((cyclopropylmethyl)thio)-1H-benzo[d]imidazole